6-[2-(tert-butyldimethylsilyl)ethynyl]-3-{4-chloro-7-methyl-7H-pyrrolo[2,3-d]pyrimidin-6-yl}-2,4-dimethylpyridine [Si](C)(C)(C(C)(C)C)C#CC1=CC(=C(C(=N1)C)C1=CC2=C(N=CN=C2Cl)N1C)C